bianthranyl C1(=CC=CC2=CC3=CC=CC=C3C=C12)C1=CC=CC2=CC3=CC=CC=C3C=C12